C(C)(=O)OOC1=NN(C(=C1Br)C1=CC(=C(C=C1)F)F)C1=NC=CN=C1C Methyl-{[4-bromo-5-(3,4-difluorophenyl)-1-(pyrazin-2-yl)-1H-pyrazol-3-yl] oxy} acetate